(5ar,6s,7s,8r,8as)-5a-(4-azidophenyl)-1,3-dimethoxy-7-(morpholinomethyl)-6-phenyl-5a,6,7,8-tetrahydro-8aH-cyclopenta[4,5]furo[3,2-c]pyridine-8,8a-diol N(=[N+]=[N-])C1=CC=C(C=C1)[C@]12[C@](C=3C(=NC(=CC3O1)OC)OC)([C@@H]([C@@H]([C@H]2C2=CC=CC=C2)CN2CCOCC2)O)O